(2-chloroethynyl)-t-butyldimethylsilane ClC#C[Si](C)(C)C(C)(C)C